C(C=C)(=O)OC1=CC=CC=C1 acrylic acid, phenyl ester